(1R,2R)-1-((2R,3R,4S,6R)-3-acetamido-4-acetoxy-6-hydroxy-6-(methoxycarbonyl)tetrahydro-2H-pyran-2-yl)-3-(3-phenoxybenzamido)propane-1,2-diyl diacetate C(C)(=O)O[C@H]([C@@H](CNC(C1=CC(=CC=C1)OC1=CC=CC=C1)=O)OC(C)=O)[C@@H]1O[C@](C[C@@H]([C@H]1NC(C)=O)OC(C)=O)(C(=O)OC)O